C=CCCCCCCCCCCCCCCC (6z,9z,28z,31z)-heptadecen